Norbornadienene C12=CC=C(C=C1)C2